2-(4-(1-propenoyl-1,2,5,6-tetrahydropyridin-3-yl)-1H-pyrazol-1-yl)-N-(4-(5,6-difluoro-1H-indol-3-yl)-5-(trifluoromethyl)pyrimidin-2-yl)propionamide C(C=C)(=O)N1CC(=CCC1)C=1C=NN(C1)C(C(=O)NC1=NC=C(C(=N1)C1=CNC2=CC(=C(C=C12)F)F)C(F)(F)F)C